ClC=1C=CC=C2C=CC(=NC12)NC1=NC=C(C=N1)C1(CC1)C(F)(F)F 8-Chloro-N-(5-(1-(trifluoromethyl)cyclopropyl)pyrimidin-2-yl)quinolin-2-amine